FC=1C(=CC=2C3=C(C=NC2C1)NC(N3C(C)C)=O)C=3C=NC(=CC3)OCCCN3CCCCC3 7-Fluoro-1-isopropyl-8-[6-[3-(1-piperidyl)propoxy]-3-pyridyl]-3H-imidazo[4,5-c]quinolin-2-one